C1CC12CN(C2)C2=CC=C(C(=N2)C(F)F)CN2N=CC(=C2)C(=O)OCC ethyl 1-[(6-{5-azaspiro[2.3]hexan-5-yl}-2-(difluoromethyl)pyridin-3-yl)methyl]-1H-pyrazole-4-carboxylate